4-epoxycyclohexylmethyl-3,4-epoxycyclohexenecarboxylic acid C12(C(CCCC1)O2)CC21C(C=C(CC2)C(=O)O)O1